FC=1C=CC(=C(C1)[C@H](N[S@@](=O)C(C)(C)C)C1=CC=2C(=NC=CC2)N1S(=O)(=O)C1=CC=CC=C1)OC (S)-N-((S)-(5-fluoro-2-methoxyphenyl)(1-(phenylsulfonyl)-1H-pyrrolo[2,3-b]pyridin-2-yl)methyl)-2-methylpropan-2-sulfinamide